FC(C1=CC=C(C=C1)NCC=1C=NC(=NC1)N1CCCCC1)(F)F 1-(5-(((4-(trifluoromethyl)phenyl)amino)methyl)pyrimidin-2-yl)piperidine